stearamidoethyldiethylamine C(CCCCCCCCCCCCCCCCC)(=O)NCCN(CC)CC